3-cyclopropyl-N-(2-fluoro-2-methylpropyl)-7-(7-methoxyimidazo[4,5-b]pyridin-3-yl)-8,9-dihydro-7H-cyclopenta[H]isoquinoline-5-sulfonamide C1(CC1)C=1N=CC=2C3=C(C=C(C2C1)S(=O)(=O)NCC(C)(C)F)C(CC3)N3C=NC=1C3=NC=CC1OC